ClC1=CC(=C(C=C1)C1=NC(=NC2=C1N=C(N(C2=O)C)C)N2CC(O[C@H](C2)C=2C=NN(C2)C)(C)C)F (S)-8-(4-chloro-2-fluorophenyl)-6-(2,2-dimethyl-6-(1-methyl-1H-pyrazol-4-yl)morpholino)-2,3-dimethylpyrimido[5,4-d]pyrimidin-4(3H)-one